7-fluoro-3-methyl-5H-pyrrolo[2,3-c]Quinolin-4-one FC=1C=CC=2C3=C(C(NC2C1)=O)N(C=C3)C